C(C)C=1C=C2CC(CC2=CC1CC)NC[C@H](O)C1=C2C=CC(NC2=C(C=C1)O)=O 5-[(R)-2-[(5,6-Diethyl-2,3-dihydro-1H-inden-2-yl)amino]-1-hydroxyethyl]-8-hydroxy-1,2-dihydrochinolin-2-on